N[C@@H]1CN(CC[C@H]1F)C1=NC2=C(N1CC(=O)N1CC=3N(CC1)N=CN3)C=C(C(=C2)F)F 2-(2-((3r,4r)-3-amino-4-fluoropiperidin-1-yl)-5,6-difluoro-1H-benzo[d]imidazol-1-yl)-1-(5,6-dihydro-[1,2,4]triazolo[1,5-a]pyrazin-7(8H)-yl)ethanone